N-(2-(6-methoxy-1-((2-(trimethylsilyl)ethoxy)methyl)-1H-benzo[d]imidazol-5-yl)-1-methyl-1H-pyrrolo[2,3-c]pyridin-5-yl)cyclopropane-1-carboxamide COC=1C(=CC2=C(N(C=N2)COCC[Si](C)(C)C)C1)C1=CC=2C(=CN=C(C2)NC(=O)C2CC2)N1C